BrC=1C(=C(C=C(C1F)Cl)[C@H](C)C1=NC(=C2N1C=CN=C2Cl)C)OC(C)C (S)-3-(1-(3-bromo-5-chloro-4-fluoro-2-isopropoxyphenyl)ethyl)-8-chloro-1-methylimidazo[1,5-a]Pyrazine